C(C1=CC=CC=C1)OC(=O)N\C(\C(=O)OC)=C/C1=C(C=C(C=C1)C(C)(C)S(=O)(=O)C)Br Methyl (Z)-2-(((benzyloxy)carbonyl)amino)-3-(2-bromo-4-(2-(methylsulfonyl)propan-2-yl)phenyl)acrylate